Z,E-dodecadienyl acetate C(C)(=O)O\C=C/C=C/CCCCCCCC